(tert-Butoxycarbonylamino)-5-(3-hydroxyprop-1-ynyl)thiazole-4-carboxylic acid methyl ester COC(=O)C=1N=C(SC1C#CCO)NC(=O)OC(C)(C)C